C1(CC1)CN[C@H]1COC2=C1C=CC(=C2)C(F)(F)F (R)-N-(cyclopropylmethyl)-6-(trifluoromethyl)-2,3-dihydrobenzofuran-3-amine